tert-butyl (2R)-3-[(4-[[(benzyloxy)carbonyl]amino]butanoyl) sulfanyl]-2-(3-[[(4R)-2,2,5,5-tetramethyl-1,3-dioxan-4-yl]formamido]propanamido)propanoate C(C1=CC=CC=C1)OC(=O)NCCCC(=O)SC[C@@H](C(=O)OC(C)(C)C)NC(CCNC(=O)[C@@H]1OC(OCC1(C)C)(C)C)=O